COC=1C=C2C(=CC=NC2=C(C1)OC)C 6,8-dimethoxy-4-methylquinoline